Zirconium amino phthalate C(C=1C(C(=O)[O-])=CC=CC1)(=O)ON.[Zr+4].NOC(C=1C(C(=O)[O-])=CC=CC1)=O.NOC(C=1C(C(=O)[O-])=CC=CC1)=O.NOC(C=1C(C(=O)[O-])=CC=CC1)=O